ClC1=CC=C(C=C1)C1=C(CCC(C1)(C)C)C(=O)N1CCC(CCC1)SC=1C=C2CN(C(C2=CC1)=O)C1C(NC(CC1)=O)=O 3-(5-((1-(4'-chloro-5,5-dimethyl-3,4,5,6-tetrahydro-[1,1'-biphenyl]-2-carbonyl)azepan-4-yl)thio)-1-oxoisoindolin-2-yl)piperidine-2,6-dione